CC1(CCN(CC1)CCCOC1=CC=C(C=N1)C1=CC=C2N=CC=3N(C(N4[C@H](COC1=C2C34)C)=O)C)C (S)-7-(6-(3-(4,4-Dimethylpiperidin-1-yl)propoxy)pyridin-3-yl)-2,10-dimethyl-9,10-Dihydro-8-oxa-2,4,10a-triazanaphtho[2,1,8-cde]azulene-1(2H)-one